fluoro-2-hydroxy-5-(2-(4-(pyrrolidin-1-yl)phenyl)thiazol-5-yl)benzaldehyde FC=1C(=C(C=O)C=C(C1)C1=CN=C(S1)C1=CC=C(C=C1)N1CCCC1)O